CC=1C=C(C=CC1NC(C(C)N1C=C(C2=CC(=CC=C12)S(=O)(=O)N1CCCCC1)C)=O)NC(OC(C)(C)C)=O tert-butyl N-[3-methyl-4-[2-[3-methyl-5-(1-piperidylsulfonyl)indol-1-yl]propanoylamino]phenyl]carbamate